N1(CCC1)CCN1C(NC2=NC=C(C=C21)C2=CC(=CC(=C2)F)F)=O 1-[2-(azetidin-1-yl)ethyl]-6-(3,5-difluorophenyl)-3H-imidazo[4,5-b]pyridin-2-one